3-methyl-5-(5-(trifluoromethyl)-1,2,4-oxadiazol-3-yl)pyridinecarboxaldehyde CC=1C(=NC=C(C1)C1=NOC(=N1)C(F)(F)F)C=O